(S)-2-cyclopropyl-4-((1-(isoquinolin-5-yl)pyrrolidin-3-yl)methoxy)pyrimidine-5-carbonitrile C1(CC1)C1=NC=C(C(=N1)OC[C@@H]1CN(CC1)C1=C2C=CN=CC2=CC=C1)C#N